C1=C(C=CC=2SC3=CC=CC=C3NC12)C(C)S(=O)(=O)N1CC(CCC1)CO (1-((1-(10H-phenothiazin-2-yl)ethyl)sulfonyl)piperidin-3-yl)methanol